CN1C(N(C2=C1C=C(C=C2)CCCCCCC(N2CCN(CC2)C2CCC(CC2)NC2=NC=NN1C2=C(C=C1)C1CCOCC1)=O)C1C(NC(CC1)=O)=O)=O 3-[3-Methyl-2-oxo-5-[7-oxo-7-[4-[4-[(5-tetrahydropyran-4-ylpyrrolo[2,1-f][1,2,4]triazin-4-yl)amino]cyclohexyl]piperazin-1-yl]heptyl]benzimidazol-1-yl]piperidine-2,6-dione